5-(8-(3-(3,3-difluorocyclobutyl)pyrrolidin-1-yl)imidazo[1,2-b]pyridazin-6-yl)pyrimidine-2,4(1H,3H)-dione FC1(CC(C1)C1CN(CC1)C=1C=2N(N=C(C1)C=1C(NC(NC1)=O)=O)C=CN2)F